OC1=C(C=CC(=C1)O)C(CCC1=CC(=C(C=C1)OC)OC)O 1-(2,4-dihydroxyphenyl)-3-(3',4'-dimethoxyphenyl)-1-propanol